benzyl (2S)-2-[(3R)-3-amino-2-oxopyrrolidin-1-yl]-3-methylbutanoate N[C@H]1C(N(CC1)[C@H](C(=O)OCC1=CC=CC=C1)C(C)C)=O